trichlorooxybis-(triphenylphosphine) rhenium (V) [Re+5].ClC1=C(C(=C(C=C1)P(OP(C1=CC=CC=C1)(C1=CC=CC=C1)C1=CC=CC=C1)(C1=CC=CC=C1)C1=CC=CC=C1)Cl)Cl